(S)-N-(3-(5-(8-aminooct-1-yn-1-yl)thiophen-2-yl)prop-2-yn-1-yl)-2-(4-(4-chlorophenyl)-2,3,9-trimethyl-6H-thieno[3,2-f][1,2,4]triazolo[4,3-a][1,4]diazepin-6-yl)acetamide NCCCCCCC#CC1=CC=C(S1)C#CCNC(C[C@H]1C=2N(C3=C(C(=N1)C1=CC=C(C=C1)Cl)C(=C(S3)C)C)C(=NN2)C)=O